O=C1N(C(CN1)=O)C1CC2(CC(C2)OC2=C(C(=O)N)C=CC=N2)C1 (((R)-6-(2,5-dioxoimidazolidin-1-yl)spiro[3.3]heptan-2-yl)oxy)nicotinamide